OC1(CCN(CC1)C(=O)[C@H]1[C@@H](CN(CC1)CC1=NC=NC=C1)C1=CC=CC=C1)CN1C=NC2=C(C1=O)C=CN2C2=CC=C(C=C2)OC 3-[[4-hydroxy-1-[(3R,4R)-3-phenyl-1-(pyrimidin-4-ylmethyl)piperidine-4-carbonyl]-4-piperidinyl]methyl]-7-(4-methoxyphenyl)pyrrolo[2,3-d]pyrimidin-4-one